N-(1-(4-(tert-butyl)cyclohexyl)-2-((2-((R)-4-isopropyl-2-oxoimidazolidin-1-yl)-2-(methylcarbamoyl)-2,3-dihydro-1H-inden-5-yl)amino)-2-oxoethyl)-1-methyl-1H-pyrazole-5-carboxamide C(C)(C)(C)C1CCC(CC1)C(C(=O)NC=1C=C2CC(CC2=CC1)(C(NC)=O)N1C(N[C@@H](C1)C(C)C)=O)NC(=O)C1=CC=NN1C